N-[(1R)-1-(4-chlorophenyl)-2-oxo-2-piperazin-1-yl-ethyl]-4-(trifluoromethoxy)benzenesulfonamide ClC1=CC=C(C=C1)[C@H](C(N1CCNCC1)=O)NS(=O)(=O)C1=CC=C(C=C1)OC(F)(F)F